CC1=CC(=NC(=N1)N1CC2(CC1)CNCCC2)NC=2C=C1C=NNC1=CC2 N-(6-methyl-2-(2,7-diazaspiro[4.5]dec-2-yl)pyrimidin-4-yl)-1H-indazol-5-amine